C(C#CCCC)OC(CCCCC#N)OCC#CCCC 6,6-bis(hex-2-yn-1-yloxy)hexanenitrile